S(C)(=O)(=O)O.S(C)(=O)(=O)O.FC1=CC=C(C=C1)[C@H]1[C@@H](C1)NCCC[C@@H](C(=O)N1CCN(CC1)C)NC(C1=CC=C(C=C1)N1N=NC=C1)=O N-[(2S)-5-{[(1R,2S)-2-(4-fluorophenyl)cyclopropyl]amino}-1-(4-methylpiperazin-1-yl)-1-oxopentan-2-yl]-4-(1H-1,2,3-triazol-1-yl)benzamide, bis-mesylate salt